NC1=C(C=CC(=C1)C(=O)O)C1=C(C=C(C=C1)C(=O)O)N 2,2'-diamino-[1,1'-Biphenyl]-4,4'-dicarboxylic acid